ClC1=C(C=CC(=C1)Cl)C(CC)NCC=1C=NC=CC1 (2,4-dichlorophenyl)-N-(pyridin-3-ylmethyl)propan-1-amine